tert-butyl (2S)-4-hydroxy-4-[2-(1-hydroxy-1-methyl-ethyl)-5-methyl-phenyl]-2-methyl-piperidine-1-carboxylate OC1(C[C@@H](N(CC1)C(=O)OC(C)(C)C)C)C1=C(C=CC(=C1)C)C(C)(C)O